C(C)(C)OC=1C=C2C(=NNC2=CC1C)C1=CC(=NC(=N1)C)N1CCOCC1 4-(6-(5-isopropoxy-6-methyl-1H-indazol-3-yl)-2-methylpyrimidin-4-yl)morpholine